7-methoxy-N-[(2R)-2-methoxypropyl]-6-[3-(pyrrolidin-1-yl)propoxy]-1H,2H,3H-cyclopenta[b]quinolin-9-amine COC1=CC=2C(=C3C(=NC2C=C1OCCCN1CCCC1)CCC3)NC[C@@H](C)OC